dicarboxyl-formamide C(=O)(O)N(C=O)C(=O)O